N=1C=CN2C1C=CC(=C2)C2=CC=C(C=C2)S(=O)(=O)N2CCC(CC2)NC2=NC=C(C=C2)OC(F)(F)F N-[1-(4-{imidazo[1,2-a]pyridin-6-yl}benzenesulfonyl)piperidin-4-yl]-5-(trifluoromethoxy)pyridin-2-amine